O=C1N(CCC(N1)=O)C1=C2C=CN(C2=CC=C1)C1CCN(CC1)CC1CCN(CC1)C1=CC=C(C=C1)[C@H]1CN(CCC1)C=1C=CC(=C2C(=CNC12)C#N)F 7-[(3S)-3-{4-[4-({4-[4-(2,4-Dioxo-1,3-diazinan-1-yl)-1H-indol-1-yl]piperidin-1-yl}methyl)piperidin-1-yl]phenyl}piperidin-1-yl]-4-fluoro-1H-indole-3-carbonitrile